C(C1=CC=CC=C1)C1=C(C(=O)N)C=CC=C1 benzyl-benzamide